COC1=CC=C(C[C@@H]2[C@@H]([C@H](OC2)C2=CC(=C(C(=C2)OC)OC)OC)COC(C(=CC)C)=O)C=C1 ((2S,3R,4R)-4-(4-Methoxybenzyl)-2-(3,4,5-trimethoxyphenyl)tetrahydrofuran-3-yl)methyl-2-methylbut-2-enoate